FC(C1C(N(CC1)C)=O)F 3-(bisFluoromethyl)-1-methylpyrrolidin-2-one